2-(1,3-Dioxoisoindol-2-yl)-acetyl chloride O=C1N(C(C2=CC=CC=C12)=O)CC(=O)Cl